C(#N)C=1N=C2N(C(=NC=C2C2=C(C=C(C=C2)CN(C)C)C)N(C(OC(C)(C)C)=O)CC2=C(C=CC3=C2CCO3)F)C1 tert-butyl (2-cyano-8-(4-((dimethylamino)methyl)-2-methylphenyl)imidazo[1,2-c]pyrimidin-5-yl)((5-fluoro-2,3-dihydrobenzofuran-4-yl)methyl)carbamate